N1CCC(CC1)N1N=C(C=C1)C(=O)OC(C)(C)C tert-butyl 1-(piperidin-4-yl)pyrazole-3-carboxylate